pyridine-2-carbonitrile N1=C(C=CC=C1)C#N